OC[C@H](COC)NC1=C(C(N(N=C1)CC1=CC=C(C=C1)OC)=O)C(F)(F)F (R)-5-((1-hydroxy-3-methoxypropan-2-yl)amino)-2-(4-methoxybenzyl)-4-(trifluoromethyl)pyridazin-3(2H)-one